2-Chloro-5-{[(cyclopropylacetyl)amino]methyl}-N-{1-[4-(trifluoromethyl)phenyl]-1H-indazol-4-yl}benzamide ClC1=C(C(=O)NC2=C3C=NN(C3=CC=C2)C2=CC=C(C=C2)C(F)(F)F)C=C(C=C1)CNC(CC1CC1)=O